Cl.COC1=C(C=CC(=C1)/C=N/N(CCCN1CCOCC1)C1=NS(C2=C1C=C(C=C2)OC)(=O)=O)[O-] 2-methoxy-4-[(E)-[(5-methoxy-1,1-dioxo-1,2-benzothiazol-3-yl)-(3-morpholinopropyl)hydrazono]methyl]phenolate hydrochloride